OC(CN1CCOCC1)C1=CN=C(S1)NC(OC(C)(C)C)=O tert-butyl (5-(1-hydroxy-2-morpholinoethyl)thiazol-2-yl)carbamate